N-((S)-(4-(tert-butyl)phenyl)((R)-2'-iodo-6,6'-dimethyl-[1,1'-biphenyl]-2-yl)-λ4-sulfaneylidene)-2-(1H-indol-3-yl)acetamide C(C)(C)(C)C1=CC=C(C=C1)[S@](=NC(CC1=CNC2=CC=CC=C12)=O)C1=C(C(=CC=C1)C)C1=C(C=CC=C1C)I